tert-butyl (tert-butyl)4-(4-(4-((tert-butoxycarbonyl)amino)-5-(4-phenoxyphenyl)-7H-pyrrolo[2,3-d]pyrimidin-7-yl)cyclohexyl)-3-oxopiperazine-1-carboxylate C(C)(C)(C)C1N(CCN(C1=O)C1CCC(CC1)N1C=C(C2=C1N=CN=C2NC(=O)OC(C)(C)C)C2=CC=C(C=C2)OC2=CC=CC=C2)C(=O)OC(C)(C)C